COC1=NC=CC2=CC=CC(=C12)C(=O)OC Methyl 1-methoxyisoquinoline-8-carboxylate